2-(bromomethyl)-4-methoxy-5-nitro-benzoic acid methyl ester COC(C1=C(C=C(C(=C1)[N+](=O)[O-])OC)CBr)=O